N1CCC(CC1)C1=CC=2C(=NC=CN2)N(C1=O)CC=1C=NC(=CC1)C(F)(F)F 7-(piperidin-4-yl)-5-((6-(trifluoromethyl)pyridin-3-yl)methyl)pyrido[2,3-b]pyrazin-6(5H)-one